O=C1NC(CCC1N1C(N(C2=C1C=CC(=C2)C2=CC=C(C=C2)N2C[C@H](CC2)CN(C2CCN(CC2)C(=O)OC(C)(C)C)C)C)=O)=O Tert-butyl 4-((((3R)-1-(4-(1-(2,6-dioxopiperidin-3-yl)-3-methyl-2-oxo-2,3-dihydro-1H-benzo[d]imidazol-5-yl)phenyl)pyrrolidin-3-yl)methyl)(methyl)amino)piperidine-1-carboxylate